FC(S(=O)(=O)OC1=C(COCC1)C(=O)OC)(F)F methyl 4-(((trifluoromethyl)sulfonyl)oxy)-5,6-dihydro-2H-pyran-3-carboxylate